C(C1=CC=CC=C1)OC=1C=C(OC2C(NC(CC2)=O)=O)C=CC1OC 3-(3-benzyloxy-4-methoxy-phenoxy)piperidine-2,6-dione